C12(CC3CC(CC(C1)C3)C2)N2CCN(CC2)CCNC2=C3C(N(C(=NC3=CC=C2)C)C2C(NC(CC2)=O)=O)=O 3-(5-((2-(4-((1s,3s)-adamantan-1-yl)piperazin-1-yl)ethyl)amino)-2-methyl-4-oxoquinazolin-3(4H)-yl)piperidine-2,6-dione